FC1(C=C1C1=CC=C(C=C1)F)F 1-(3,3-difluorocycloprop-1-en-1-yl)-4-fluorobenzene